BrC1N(C=CC=C1)C1=NC=C(C=C1)F 2-bromo-1-(5-fluoro-2-pyridyl)pyridine